8-((2s,5r)-2,5-dimethyl-4-(1-(2-methylbenzo[d]thiazol-6-yl)ethyl)piperazin-1-yl)-5-methyl-6-oxo-5,6-dihydro-1,5-naphthyridine-2-carbonitrile C[C@@H]1N(C[C@H](N(C1)C(C)C1=CC2=C(N=C(S2)C)C=C1)C)C1=CC(N(C=2C=CC(=NC12)C#N)C)=O